1-benzyl-4-[(dimethylamino)methyl]piperidin-4-ol C(C1=CC=CC=C1)N1CCC(CC1)(O)CN(C)C